N1CCC(CC1)N1N=CC(=C1)C=1C=C(C=2N(C1)N=CC2C#N)C=2C=NC(=CC2)N2CCN(CC2)CC2=NC=CC=C2 6-[1-(4-piperidyl)pyrazol-4-yl]-4-[6-[4-(2-pyridylmethyl)piperazin-1-yl]-3-pyridyl]pyrazolo[1,5-a]pyridine-3-carbonitrile